FC1(C(C1)C1=CC=CC(=N1)C(=O)NC=1C(=C(C=2N(C1)C=C(N2)C2CCN(CC2)S(=O)(=O)C2CCNCC2)F)C(C)(C)O)F 6-(2,2-difluorocyclopropyl)-N-(8-fluoro-7-(2-hydroxypropan-2-yl)-2-(1-(piperidin-4-ylsulfonyl)piperidin-4-yl)imidazo[1,2-a]pyridin-6-yl)pyridinecarboxamide